gamma-glycidoxypropyl-dimethoxyethoxysilane C(C1CO1)OCCC[SiH2]OCC(OC)OC